Tert-butyl (6-chloropyrimidin-4-yl)(methyl)carbamoyl-(2,6-dichloro-3,5-dimethoxyphenyl)carbamate ClC1=CC(=NC=N1)N(C(=O)N(C(OC(C)(C)C)=O)C1=C(C(=CC(=C1Cl)OC)OC)Cl)C